Tert-Butyl (E)-6-(3-Fluoro-5-Formyl-4-Hydroxystyryl)-3,4-Dihydroquinoline-1(2H)-Carboxylate FC=1C=C(/C=C/C=2C=C3CCCN(C3=CC2)C(=O)OC(C)(C)C)C=C(C1O)C=O